1,1,1,3,3,3-hexafluoropropan-2-yl 1-(3-(4-acetylpiperazin-1-yl)-2-chlorobenzyl)-1,8-diazaspiro[4.5]decane-8-carboxylate C(C)(=O)N1CCN(CC1)C=1C(=C(CN2CCCC23CCN(CC3)C(=O)OC(C(F)(F)F)C(F)(F)F)C=CC1)Cl